N-[(2-aminoquinolin-7-yl)methyl]-N-(3-oxo-2,3-dihydro-1H-isoindol-4-yl)pyridine-3-carboxamide NC1=NC2=CC(=CC=C2C=C1)CN(C(=O)C=1C=NC=CC1)C1=C2C(NCC2=CC=C1)=O